C(C(=O)C#N)C(=O)O nitrilodiacetic acid